FC=1C=C(C=C(C1)F)S(=O)(=O)N1N=C(C2=CC=CC=C12)C=CC1=C(C=CC=C1)F ((3,5-difluorophenyl)sulfonyl)-3-(2-fluorostyryl)-1H-indazole